3-(1-propionylindolin-5-yl)propiolic Acid C(CC)(=O)N1CCC2=CC(=CC=C12)C#CC(=O)O